1,3-bis(1-(3-methoxypropoxy)prop-1-en-2-yl)benzene COCCCOC=C(C)C1=CC(=CC=C1)C(=COCCCOC)C